C(C)OCC=1C=C2NC=3C=CC(=CC3C3(CCCC3)C2=CC1)CN1CCNCC1 6-(ethoxymethyl)-2-(piperazin-1-ylmethyl)-10H-spiro[acridine-9,1'-cyclopentane]